C[C@@H]1CN(CCO1)CC=1NC=2C(N(C=C(C2C1)C1CC1)C1=NC(=CC(=C1)C1=C(C=C(C=C1F)F)C=1N(C=CN1)C)C1CC1)=O 2-{[(R)-2-methyl-4-morpholinyl]methyl}-4-cyclopropyl-6-{6-cyclopropyl-4-[4,6-difluoro-2-(1-methyl-2-imidazolyl)phenyl]-2-pyridyl}-1,6-dihydro-1,6-diaza-7-indenone